Cl.Cl.CC1=CC(=NC=N1)C=1C=CC(=C(C1)O)C1=CN=C(N=N1)N1C[C@H](NCC1)C(C)C |r| 5-(6-methylpyrimidin-4-yl)-2-{3-[(3RS)-3-(prop-2-yl)piperazin-1-yl]-1,2,4-triazin-6-yl}phenol dihydrochloride